N-[(5-chloropyridin-2-yl)methylene]-2-methylpropane-2-sulfinamide ClC=1C=CC(=NC1)C=NS(=O)C(C)(C)C